ClC=1C(=C(C=CC1)NC(=O)C1(NC=CC=C1)C1=C(C(=NC=C1)C)C1=CC=C(C=C1)Cl)C N-(3-chloro-2-methylphenyl)-2-[(4-chlorophenyl)[methyl]4-pyridinyl]pyridine-2-carboxamide